[N+](=O)([O-])C=1C=C(C=CC1)/C=C/C(=O)N1C(C=CC1)=O (E)-1-(3-(3-nitrophenyl)acryloyl)-1H-pyrrol-2(5H)-one